N[C@H]1CS(C2=C(N(C1=O)CC1=CC=C(C=C1)Cl)C=C(C(=C2)F)C2=NN=C(O2)C(=O)N(C)C(C)C)(=O)=O 5-[(3R)-3-amino-5-[(4-chlorophenyl)methyl]-8-fluoro-1,1,4-trioxo-2,3-dihydro-1lambda6,5-benzothiazepin-7-yl]-N-isopropyl-N-methyl-1,3,4-oxadiazole-2-carboxamide